(6aR,9R)-N,N-diethyl-7-(2-methoxybenzyl)-4,6,6a,7,8,9-hexahydroindolo[4,3-fg]quinoline-9-carboxamide C(C)N(C(=O)[C@H]1CN([C@@H]2CC=3C4=C(C2=C1)C=CC=C4NC3)CC3=C(C=CC=C3)OC)CC